BrC1=NC(=NC(=N1)Br)F 2,4-dibromo-6-fluoro-s-triazine